NC=1SC=C(N1)C=1N=NN(C1)[C@@H]1[C@H]([C@@H](SC=2C(=NC=C(C2)Cl)C=2C=NC=NC2)O[C@@H]([C@@H]1O)CO)OC 5-chloro-2-(pyrimidin-5-yl)-pyridin-3-yl 3-[4-(2-aminothiazol-4-yl)-1H-1,2,3-triazol-1-yl]-3-deoxy-2-O-methyl-1-thio-alpha-D-galactopyranoside